N,N-dimethylcyclobutan-1-amine CN(C1CCC1)C